ClC=1C(=CC2=C([C@@H]([C@](O2)(C2=CC=CC=C2)CNC(OC(C)(C)C)=O)OC)C1C1=C(C(=CC=C1C#N)OCCOC1OCCCC1)F)F tert-butyl (((2S,3S,4R)-5-chloro-4-(6-cyano-2-fluoro-3-(2-((tetrahydro-2H-pyran-2-yl)oxy)ethoxy)phenyl)-6-fluoro-3-methoxy-2-phenyl-2,3-dihydrobenzofuran-2-yl)methyl)carbamate